1',3'-dihydrospiro[fluorene-9,2'-indene] C1C2(CC3=CC=CC=C13)C1=CC=CC=C1C=1C=CC=CC12